ClC1=CC=C(C=C1)C1=CN=C(N1)C1N(CCCC1)C(C(C)SC)=O 1-(2-(5-(4-chlorophenyl)-1H-imidazol-2-yl)piperidin-1-yl)-2-(methylthio)propan-1-one